ClC=1C=CC(=NC1)N1C(=C(C=C1)C)C(=O)O (5-Chloropyridin-2-yl)-3-methyl-1H-pyrrole-2-carboxylic acid